C(\C=C(/C)\CCC=C(C)C)(=O)[O-].OCC[N+](CCCC)(CCCC)CCCC (2-Hydroxyethyl)tributylammonium geranate